5-chloro-N2-(2-methoxy-4-(methylsulfonyl)phenyl)-N4-propyl-7H-pyrrolo[2,3-d]pyrimidine-2,4-diamine ClC1=CNC=2N=C(N=C(C21)NCCC)NC2=C(C=C(C=C2)S(=O)(=O)C)OC